2-(3-bromo-2-iodophenoxy)-1-(2-fluoro-4-(oxetan-3-yl)phenyl)ethane-1-ol BrC=1C(=C(OCC(O)C2=C(C=C(C=C2)C2COC2)F)C=CC1)I